N-(4-(7-((1-acetylpiperidin-4-yl)methoxy)-6-methoxyquinazolin-4-yl)phenyl)-2-(4-(tert-butyl)-1H-1,2,3-triazole-1-yl)acetamide C(C)(=O)N1CCC(CC1)COC1=C(C=C2C(=NC=NC2=C1)C1=CC=C(C=C1)NC(CN1N=NC(=C1)C(C)(C)C)=O)OC